C(C=C)N1C(N(CC2=C1N=C(N=C2)NC=2C=CC(=C(COC(CC=C)=O)C2)N2CCN(CC2)C)C2=C(C=CC=C2C)C)=O But-3-enoic acid 5-[8-allyl-6-(2,6-dimethyl-phenyl)-7-oxo-5,6,7,8-tetrahydro-pyrimido[4,5-d]pyrimidin-2-ylamino]-2-(4-methyl-piperazin-1-yl)-benzyl ester